NC=1C(=CC2=C(OCC(N2C)=O)C1)C(=O)OC methyl 7-amino-4-methyl-3-oxo-3,4-dihydro-2H-benzo[b][1,4]oxazine-6-carboxylate